1-(4-methoxybenzyl)-3-(2-(2-methyl-2-(p-tolyl)propanoyl)-2-azaspiro[3.3]heptan-6-yl)urea COC1=CC=C(CNC(=O)NC2CC3(CN(C3)C(C(C)(C3=CC=C(C=C3)C)C)=O)C2)C=C1